5-(3-(benzyloxy)-7-(2,5-dihydro-1H-pyrrol-3-yl)-1-fluoronaphthalen-2-yl)-1,2,5-thiadiazolidin-3-one 1,1-dioxide C(C1=CC=CC=C1)OC=1C(=C(C2=CC(=CC=C2C1)C=1CNCC1)F)N1CC(NS1(=O)=O)=O